2-methyl-N-[1-(2,2,2-trifluoroethyl)pyrrolidin-3-yl]-5-{[2-(trifluoromethyl)pyridin-3-yl]methoxy}-2H-indazole-3-carboxamide CN1N=C2C=CC(=CC2=C1C(=O)NC1CN(CC1)CC(F)(F)F)OCC=1C(=NC=CC1)C(F)(F)F